CC1=NNC2=CC=C(C=C12)C1NCC(CC1)C rac-3-methyl-5-(5-methyl-2-piperidyl)-1H-Indazole